ClC1=C(C=C2C(=NNC2=C1)CCC(=O)O)C1=CC=C(C=C1)C1=C(C=NC=C1C)O 3-(6-chloro-5-(4-(3-hydroxy-5-methylpyridin-4-yl)phenyl)-1H-indazol-3-yl)-propanoic acid